C(#N)C=1C(=NC=CC1C1=CC(=C(C=C1)C#N)F)N1CCCCC1 1-(3-cyano-4-(4-cyano-3-fluorophenyl)pyridin-2-yl)piperidine